9-(6-bromo-4-methyl-3-oxo-3,4-dihydropyrazin-2-yl)-1-(3,4-difluorophenyl)-1,9-diazaspiro[5.5]undecan-2-one BrC1=CN(C(C(=N1)N1CCC2(CCCC(N2C2=CC(=C(C=C2)F)F)=O)CC1)=O)C